C(C)(C)(C)N1N=CC(=C1C(=O)NCCC1=CC=C(C=C1)C(=O)ONC(C(F)(F)F)=N)OC1=CC(=CC=C1)C(F)(F)F 1-(tert-butyl)-N-(4-(((2,2,2-trifluoroacetimidamido)oxy)carbonyl)phenethyl)-4-(3-(trifluoromethyl)phenoxy)-1H-pyrazole-5-carboxamide